O([Li])[Li].OC1=C(C1)O dihydroxycyclopropene ketodilithium salt